CN1CCC(CC1)NC=1N=CC2=C(N1)NC=C2C2=CC=1N(C=C2)N=CC1C(=O)N[C@@H](C(F)(F)F)C (R)-5-(2-((1-methylpiperidin-4-yl)amino)-7H-pyrrolo[2,3-d]pyrimidin-5-yl)-N-(1,1,1-trifluoropropan-2-yl)pyrazolo[1,5-a]pyridine-3-carboxamide